OC(CN(CCCC(=O)OCCN1CCN(CC1)CCSSCCCN(CC(CCCCCCC(=O)OCC(CC)CC)O)CC(CCCCCCC(=O)OCC(CC)CC)O)CC(CCCC(=O)OC(CC)CC)O)CCCC(OC(CC)CC)=O Bis(2-ethylbutyl) 9,9'-((3-((2-(4-(2-((4-(bis(2-hydroxy-6-oxo-6-(pentan-3-yloxy)hexyl)amino)butanoyl)oxy)ethyl)piperazin-1-yl)ethyl)disulfaneyl)propyl)azanediyl)bis(8-hydroxynonanoate)